(S)-5-(((4-(3-chloro-4-(2-chloro-3-((3-fluoro-4-(((1-(2-methoxyacetyl)piperidin-4-yl)amino)methyl)pyridin-2-yl)amino)phenyl)pyridin-2-yl)-2-methoxybenzyl)amino)methyl)pyrrolidin-2-one ClC=1C(=NC=CC1C1=C(C(=CC=C1)NC1=NC=CC(=C1F)CNC1CCN(CC1)C(COC)=O)Cl)C1=CC(=C(CNC[C@@H]2CCC(N2)=O)C=C1)OC